CC1=C(N=C2N1C=C(C=C2)OC2=NC=C(C=C2OCC(F)(F)F)S(=O)(=O)C)C(=O)NC2(CCS(CC2)(=O)=O)C 3-methyl-N-(4-methyl-1,1-dioxo-thian-4-yl)-6-[[5-methylsulfonyl-3-(2,2,2-trifluoroethoxy)-2-pyridyl]oxy]imidazo[1,2-a]pyridine-2-carboxamide